FC1=C(C=C(C=C1)F)C(C(/C=C/[C@H]1[C@@H](C[C@H]2[C@@H]1CCC1=C(O2)C(=C(C=C1)C(=O)O)F)O)O)C (1R,2R,3aS,10aR)-1-[(1E,3ξ,4ξ)-4-(2,5-difluorophenyl)-3-hydroxy-1-penten-1-yl]-5-fluoro-2-hydroxy-2,3,3a,9,10,10a-hexahydro-1H-benzo[b]cyclopenta[f]oxepin-6-carboxylic acid